ClC=1C=C(C(=O)OC)C=C(C1C)OCCOC methyl 3-chloro-5-(2-methoxyethoxy)-4-methyl-benzoate